CCCCCCC[C@@H](CC(=O)SCCNC(=O)CCNC(=O)[C@@H](C(C)(C)COP(=O)([O-])OP(=O)([O-])OC[C@@H]1[C@H]([C@H]([C@@H](O1)N2C=NC3=C(N=CN=C32)N)O)OP(=O)([O-])[O-])O)O The molecule is an (S)-3-hydroxyacyl-CoA(4-) arising from deprotonation of the phosphate and diphosphate OH groups of (S)-3-hydroxydecanoyl-CoA; major species at pH 7.3. It is a 3-hydroxydecanoyl-CoA(4-) and a (S)-3-hydroxyacyl-CoA(4-). It is a conjugate base of a (S)-3-hydroxydecanoyl-CoA.